5-chloro-2,3-dimethylpyrazine ClC=1N=C(C(=NC1)C)C